1-(dimethylamino)-2-[2-phenoxy-5-(3-phenylureido)phenoxy]Bromobenzene CN(C1=C(C(=CC=C1)Br)OC1=C(C=CC(=C1)NC(=O)NC1=CC=CC=C1)OC1=CC=CC=C1)C